CC1(OC2=CC(=CC=C2C(C1)C1=CC=C(C=C1)O)O)C1=C(C=C(C=C1)O)O 2-methyl-2-(2,4-dihydroxyphenyl)-4-(4-hydroxyphenyl)-7-hydroxychroman